(2R,4R)-6-chloro-4-hydroxy-N-(3-{1-[6-(trifluoromethyl)pyridin-3-yl]-1H-pyrazol-4-yl}bicyclo[1.1.1]pent-1-yl)-3,4-dihydro-2H-1-benzopyran-2-carboxamide ClC=1C=CC2=C([C@@H](C[C@@H](O2)C(=O)NC23CC(C2)(C3)C=3C=NN(C3)C=3C=NC(=CC3)C(F)(F)F)O)C1